(S)-3-methoxypropane-1,2-diamine dihydrochloride Cl.Cl.COC[C@H](CN)N